FC1=CC=C(C2=C1C=CO2)C2C(NC(CC2)=O)=O 3-(4-fluorobenzofuran-7-yl)piperidine-2,6-dione